CCCCCCCCCCCCCCCCCCCCCCC(C(CCCCCCCCCCCCCCCCCC1CC1CCCCCCCCCCCCCCCCC(=O)C(C)CCCCCCCCCCCCCCCCCC)O)C(=O)O The molecule is a mycolic acid produced by Mycobacterium tuberculosis. Its structure is that of tetracosanoic acid substituted at position 2 by a 1-hydroxy-18-[2-(18-methyl-17-oxohexatriacontyl)cyclopropyl]octadecyl group. It has a role as an epitope. It is a conjugate acid of a keto mycolate.